2-bromo-3,6-dimethylphenol BrC1=C(C(=CC=C1C)C)O